C(CCCCC)C1CC=C(CC1)C(C=O)C (4-n-hexylcyclohex-1-en-1-yl)propanal